OC=1C=CC=2N(C1)C=C(N2)C2=CC=CC=C2 6-hydroxy-2-phenylimidazo[1,2-a]pyridin